CC(CCCC)C(=O)N HEXAN-2-CARBOXAMIDE